(4-bromo-7-methoxy-1-{[2-(trimethylsilyl)ethoxy]methyl}-1H-pyrrolo[2,3-c]pyridin-2-yl)methanol BrC1=C2C(=C(N=C1)OC)N(C(=C2)CO)COCC[Si](C)(C)C